Silver-molybdenum sulfide [Mo]=S.[Ag]